NCCCCCC(CC(=O)SCCNC(CCNC([C@@H](C(COP(OP(OC[C@@H]1[C@H]([C@H]([C@@H](O1)N1C=NC=2C(N)=NC=NC12)O)OP(=O)(O)O)(=O)O)(=O)O)(C)C)O)=O)=O)=O 8-amino-3-oxooctanoyl-CoA